5,7,8-Trimethyltocol CC1=C(C2=C(CC[C@@](O2)(C)CCC[C@H](C)CCC[C@H](C)CCCC(C)C)C(=C1O)C)C